OC1=CC=C(N=N1)C(C(=O)OC)(C)C methyl 2-(6-hydroxypyridazin-3-yl)-2-methylpropanoate